2,4-bistrifluoromethylaniline FC(C1=C(N)C=CC(=C1)C(F)(F)F)(F)F